NCC1CN(C(O1)=O)C1=NC2=C(SCC(N2)=O)N=C1 5-(aminomethyl)-3-(3-oxo-3,4-dihydro-2H-pyrazino[2,3-b][1,4]thiazin-6-yl)oxazolidin-2-one